6-(4-(4-Fluoro-3-methylphenyl)-2-methyl-1H-imidazol-5-yl)benzo[d]thiazole FC1=C(C=C(C=C1)C=1N=C(NC1C1=CC2=C(N=CS2)C=C1)C)C